C(C1=CC=CC=C1)OC([C@H](C1CCCC1)N1CC2(CCN(C2)C(=O)OCCCC)CC1)=O butyl 7-((S)-2-(benzyloxy)-1-cyclopentyl-2-oxoethyl)-2,7-diazaspiro[4.4]nonane-2-carboxylate